9-Bromo-2-chloro-6,7-dihydropyrimido[6,1-a]isoquinolin-4-one BrC=1C=C2CCN3C(C2=CC1)=CC(=NC3=O)Cl